Cl.C[C@@H]1[C@@H](C1)N |r| (±)-cis-2-methylcyclopropanamine hydrochloride